ClC=1N=C2C(=NC1NS(=O)(=O)N1CCC(CC1)O)N(C(=N2)C2=NC(=CC=C2)OCC)C2=C(C=CC=C2OC)OC N-(5-Chloro-1-(2,6-dimethoxyphenyl)-2-(6-ethoxypyridin-2-yl)-1H-imidazo[4,5-b]pyrazin-6-yl)-4-hydroxypiperidine-1-sulfonamide